FC1=CC(=C(OC2=C(C(=O)N)C=CC(=C2)C(F)(F)F)C=C1)C 2-(4-fluoro-2-methylphenoxy)-4-(trifluoromethyl)benzamide